tert-butyl (S)-(5-methyl-4-oxo-7-(2-(6-oxo-4-(trifluoromethyl)pyridazin-1(6H)-yl)ethoxy)-2,3,4,5-tetrahydrobenzo[b][1,4]oxazepin-3-yl)carbamate CN1C2=C(OC[C@@H](C1=O)NC(OC(C)(C)C)=O)C=CC(=C2)OCCN2N=CC(=CC2=O)C(F)(F)F